N1C=CC=2C1=CN=CC2C=2C=C1CCN(CC1=CC2)C(=O)OC(C)(C)C tert-butyl 6-(1H-pyrrolo[2,3-c]pyridin-4-yl)-3,4-dihydroisoquinoline-2(1H)-carboxylate